[N+](=O)([O-])C1=CC=C(C(=C1N1C[C@@H]2N(CC1)CC[C@@H]2O)C(F)(F)F)OC2=CC=CC=C2 (8S,8aS)-2-[6-nitro-3-phenoxy-2-(trifluoromethyl)phenyl]octahydropyrrolo[1,2-a]pyrazin-8-ol